CN1C(C(N(C=2C=C3C(=CC12)C=NN=C3C)C)(C)C)=O 1,3,3,4,6-pentamethyl-3,4-dihydropyridazino[4,5-g]quinoxalin-2(1H)-one